C(C)N1N=CC(=C1)C(=O)NCC=1SC(=NN1)C1=CC=CC=C1 1-ethyl-N-[(5-phenyl-1,3,4-thiadiazol-2-yl)methyl]pyrazole-4-carboxamide